methyl furanyl ether O1C(=CC=C1)OC